FC=1C(=NC=C(C1)F)N1CCN(CC1)CC1=CN=C2C=C(C=NC2=C1)CC 7-((4-(3,5-difluoropyridin-2-yl)piperazin-1-yl)methyl)-3-ethyl-1,5-naphthyridin